C(CC)(=O)ON[P@@](=O)(OCC1=C(C=CC=C1)C)OC[C@H]1O[C@@]([C@@H]([C@@H]1O)O)(C#N)C1=CC=C2C(=NC=NN21)N ((R)-((((2R,3S,4R,5R)-5-(4-aminopyrrolo[2,1-f][1,2,4]triazin-7-yl)-5-cyano-3,4-dihydroxytetrahydrofuran-2-yl) methoxy) ((2-methylbenzyl) oxy) phosphoryl) amino) propionate